2-(3-(4-(7H-pyrrolo[2,3-d]pyrimidine-4-yl)-1H-pyrazol-1-yl)-1-(2-cyclopropylacetyl)azetidin-3-yl)acetonitrile N1=CN=C(C2=C1NC=C2)C=2C=NN(C2)C2(CN(C2)C(CC2CC2)=O)CC#N